OCCCSCCCO 3-(3-hydroxy-propylsulfanyl)-propan-1-ol